CN(C)CC=1C=C(C=C(C1)OCCCCC(C(=O)[O-])CCCCC(CCCCCC)CCCCCC)OCCCCC(C(=O)[O-])CCCCC(CCCCCC)CCCCCC ((5-((dimethylamino)methyl)-1,3-phenylene)bis(oxy))bis(butane-4,1-diyl)bis(7-hexyltridecanoate)